O=C1NC(CCC1N1C(C2=CC=CC(=C2C1)CN1CCN(CC1)CC1=C(C=C(C=C1)NC(C1=CC(=C(C=C1)C)C#CC1=CN=C2N1N=CC=C2)=O)C(F)(F)F)=O)=O N-(4-((4-((2-(2,6-dioxopiperidin-3-yl)-1-oxoisoindolin-4-yl)methyl)piperazin-1-yl)methyl)-3-(trifluoromethyl)phenyl)-3-(imidazo[1,2-b]pyridazin-3-ylethynyl)-4-methylbenzamide